CC(C[C@H](N)C(=O)O)CCN γ-methyllysine